5-methoxy-6-spiro[3.3]heptan-2-yl-pyridazin-3-amine COC=1C=C(N=NC1C1CC2(C1)CCC2)N